C(C1=CC=CC=C1)SC=1C=C2C(=NC1)C=CO2 6-(Benzylthio)furo[3,2-b]pyridine